5-(morpholin-4-yl)pyrazine-2-carboxamide tert-butyl-(5-(3-formylpyrazolo[1,5-a]pyridin-5-yl)-1-(6-methylpyridin-2-yl)-1H-pyrazol-3-yl)carbamate C(C)(C)(C)N(C(O)=O)C1=NN(C(=C1)C1=CC=2N(C=C1)N=CC2C=O)C2=NC(=CC=C2)C.N2(CCOCC2)C=2N=CC(=NC2)C(=O)N